2-(4-(1-methyl-7-(2-methylprop-1-en-1-yl)-2,3-dioxo-2,3-dihydropyrido[2,3-b]pyrazin-4(1H)-yl)piperidin-1-yl)pyrimidine-5-carbonitrile CN1C2=C(N(C(C1=O)=O)C1CCN(CC1)C1=NC=C(C=N1)C#N)N=CC(=C2)C=C(C)C